C1(=CC=CC=C1)NC1=CC=2C3(C4=CC=CC=C4C2C=C1)C1=CC=CC=C1C=1C=CC=CC13 N-phenyl-9,9'-spirobi[fluoren]-2-amine